phenyl-(9,9-dimethyl-9H-fluoren-2-yl)-(9,9'-spirobifluorene-4-yl)amine C1(=CC=CC=C1)N(C1=CC=CC=2C3(C4=CC=CC=C4C12)C1=CC=CC=C1C=1C=CC=CC13)C1=CC=3C(C2=CC=CC=C2C3C=C1)(C)C